C(C1=CC=CC=C1)N1N=NC(=C1C)C 1-benzyl-4,5-dimethyl-1H-1,2,3-triazole